4-{[5-(1,3-benzodioxol-5-yl)-1-benzothien-2-yl]methyl}-2,4-dihydro-3H-1,2,4-triazol-3-one O1COC2=C1C=CC(=C2)C=2C=CC1=C(C=C(S1)CN1C(NN=C1)=O)C2